FC(C=1C=C(OCCN(C2(CCOCC2)C(=O)NC2(CC2)C2=CC=C(C(=O)O)C=C2)C)C=CC1)(F)F 4-[1-[[4-[2-(3-Trifluoromethylphenoxy)ethyl-methyl-amino]tetrahydropyran-4-carbonyl]amino]cyclopropyl]benzoic acid